(S)-2-((((9H-fluoren-9-yl)methoxy)carbonyl)amino)-3-(2-cyanothiazol-4-yl)propanoic acid C1=CC=CC=2C3=CC=CC=C3C(C12)COC(=O)N[C@H](C(=O)O)CC=1N=C(SC1)C#N